1-(tert-butyl) 5-(2,5-dioxopyrrolidin-1-yl) (((9H-fluoren-9-yl)methoxy)carbonyl)-D-glutamate C1=CC=CC=2C3=CC=CC=C3C(C12)COC(=O)N[C@H](CCC(=O)ON1C(CCC1=O)=O)C(=O)OC(C)(C)C